(S)-6-(3-(difluoromethoxy)-5-fluorophenyl)-4-((3-(trifluoromethyl)phenyl)sulfonyl)-3,4-dihydro-2H-pyridine FC(OC=1C=C(C=C(C1)F)C1=C[C@H](CCN1)S(=O)(=O)C1=CC(=CC=C1)C(F)(F)F)F